(4-bromo-2-iodophenyl)methanesulfonyl chloride BrC1=CC(=C(C=C1)CS(=O)(=O)Cl)I